N1[C@@H](COCC1)C=1C=CC=C2CCN=CC12 8-((R)-morpholin-3-yl)-3,4-dihydroisoquinoline